FC(C1=NN=C(S1)C1=NC=C2N1C=C(C=C2N2CC(NCC2)COC(C)C)S(=O)(=O)NC2(COC2)C)F 3-(5-(difluoromethyl)-1,3,4-thiadiazol-2-yl)-8-(3-(isopropoxymethyl)piperazin-1-yl)-N-(3-methyloxetan-3-yl)imidazo[1,5-a]pyridine-6-sulfonamide